CC1=C(C=CC=C1C)C(C)C=1N=CNC1 (-)-4-[1-(2,3-dimethylphenyl)ethyl]-1H-imidazole